methyl 4-[2-(4-hydroxy-2,2-dimethyl-tetrahydropyran-4-yl)ethynyl]benzoate OC1(CC(OCC1)(C)C)C#CC1=CC=C(C(=O)OC)C=C1